CC1=CC=C2C(=N1)C1(C(N2)=O)CC1 5'-Methylspiro(cyclopropane-1,3'-pyrrolo[3,2-b]pyridin)-2'(1'H)-one